C1[C@@H]([C@H](O[C@H]1N2C=C(C(=NC2=O)N)CO)COP(=O)(O)O)O The molecule is a 2'-deoxycytidine phosphate compound having the phosphate group at the 5'-position and a hydroxymethyl substituent at the 5-position. It is a 2'-deoxycytidine phosphate and a pyrimidine 2'-deoxyribonucleoside 5'-monophosphate. It is a conjugate acid of a 5-hydroxymethyldeoxycytidylate(2-).